BrC1=NN(C(=N1)OC1=CC(=CC=C1)Cl)CC(C(F)(F)F)(F)F 3-bromo-5-(3-chlorophenoxy)-1-(2,2,3,3,3-pentafluoropropyl)-1H-1,2,4-triazole